3-propionyl-7-{[4-(4-fluoro-2-methoxyphenyl)pyrimidin-2-yl]amino}-4-morpholino-2H-benzopyran-2-one C(CC)(=O)C=1C(OC2=C(C1N1CCOCC1)C=CC(=C2)NC2=NC=CC(=N2)C2=C(C=C(C=C2)F)OC)=O